C(C)(CC)C=1C(=C(C=C(C1)C(C)(C)C)N1N=C2C(=N1)C=CC=C2)O 2-(3'-sec-butyl-2'-hydroxy-5'-tert-butylphenyl)benzotriazole